tert-Butyl (S)-3-((4-((2,3-difluoro-4-(1-methylcyclobutoxy)phenyl)-amino)pyrido[3,2-d]pyrimidin-6-yl)oxy)pyrrolidine-1-carboxylate FC1=C(C=CC(=C1F)OC1(CCC1)C)NC=1C2=C(N=CN1)C=CC(=N2)O[C@@H]2CN(CC2)C(=O)OC(C)(C)C